2-cyclopropyl-2-fluoroacetic acid C1(CC1)C(C(=O)O)F